2-(6-(5,5-dimethyl-5,6-dihydro-8H-[1,2,4]triazolo[3,4-c][1,4]oxazin-3-yl)pyridin-2-yl)-6-(isopropyl(methyl)amino)-4-((methylamino)methyl)-2,3-dihydro-1H-pyrrolo[3,4-c]pyridin-1-one CC1(N2C(COC1)=NN=C2C2=CC=CC(=N2)N2CC=1C(=NC(=CC1C2=O)N(C)C(C)C)CNC)C